C(C)(C)(C)OC(NC=1SC(=CN1)OC=1C=NC(=CC1)N1CCOCC1)=O tert-butyl-(5-((6-morpholinopyridin-3-yl)oxy)thiazol-2-yl)carbamate